5'-deoxythymidine [C@@H]1(C[C@H](O)[C@@H](C)O1)N1C(=O)NC(=O)C(C)=C1